4-(4,4-dimethylpiperidin-1-yl)-2-oxo-1,2-dihydroquinoline-3-carbonitrile CC1(CCN(CC1)C1=C(C(NC2=CC=CC=C12)=O)C#N)C